BrC=1C(=CC(=C(C1)N(S(=O)(=O)C1=CC=C(C=C1)C)CC=C)C(=C)C1CC1)F N-[5-bromo-2-(1-cyclopropylethenyl)-4-fluorophenyl]-4-methyl-N-(prop-2-en-1-yl)benzenesulfonamide